CC1=CC=CC(=N1)C1=C(N=CN1)C=1C=C2C=C(C=NC2=CC1)N1C[C@@H](CC1)C(=O)OCC1CNC1 azetidin-3-ylmethyl (R)-1-(6-(5-(6-methylpyridin-2-yl)-1H-imidazol-4-yl)quinolin-3-yl)pyrrolidine-3-carboxylate